COC(C1CCN(CC1)C1=NOC(=C1)C(C(=O)O)C(C)C)OC 2-[3-[4-(dimethoxymethyl)-1-piperidinyl]isoxazol-5-yl]-3-methyl-butyric acid